2-(5-cyano-1-(1-((1s,4s)-4-isopropylcyclohexyl)piperidin-4-yl)-2-oxoindolin-3-yl)-N-methoxy-acetamide C(#N)C=1C=C2C(C(N(C2=CC1)C1CCN(CC1)C1CCC(CC1)C(C)C)=O)CC(=O)NOC